ClC=1C=C(C=C(C1OC1=CC(=C(C=C1)OCC1=CC=C(C=C1)OC)S(=O)(=O)N1CCC(CC1)(F)F)Cl)N1N=C(C(NC1=O)=O)C(F)F 2-[3,5-dichloro-4-[3-[(4,4-difluoro-1-piperidinyl)sulfonyl]-4-[(4-methoxyphenyl)methoxy]phenoxy]phenyl]-6-(difluoromethyl)-1,2,4-triazine-3,5-dione